((4-(5-(3-fluorophenyl)-1,2,4-oxadiazol-3-yl)naphthalen-1-yl)methyl)azetidine-3-carboxylic acid hydrochloride Cl.FC=1C=C(C=CC1)C1=NC(=NO1)C1=CC=C(C2=CC=CC=C12)CN1CC(C1)C(=O)O